ethyl 4-oxo-1,4-dihydropyrrolo[2,1-f][1,2,4]triazine-5-carboxylate O=C1N=CNN2C1=C(C=C2)C(=O)OCC